FC1=CC=C(NC(=O)C=2C=C(C=O)C=CC2)C=C1 3-(p-fluoroanilinoformyl)benzaldehyde